COC1=C(C=CC(=C1)C)SCC(OCC)OCC (2,2-diethoxyethyl) (2-methoxy-4-methylphenyl) thioether